CN1C=NC=C1COC=1C=CC(=NC1)C1=NC=CC=C1 5-((1-methyl-1H-imidazol-5-yl)methoxy)-2,2'-bipyridine